4-(((R)-1-(3-(difluoromethyl)-2-fluorophenyl)ethyl)amino)-8-((3S,5S)-3,5-dimethylmorpholinyl)-6-(1-(fluoromethyl)cyclopropyl)-2-methylpyrido[4,3-d]pyrimidine-7(6H)-one FC(C=1C(=C(C=CC1)[C@@H](C)NC=1C=2C(N=C(N1)C)=C(C(N(C2)C2(CC2)CF)=O)N2[C@H](COC[C@@H]2C)C)F)F